C(C1=CC=CC=C1)(C1=CC=CC=C1)N1CC(NCC1)C 1-benzhydryl-3-methylpiperazine